6,9-bis(4-methoxyphenyl)-1-phenyl-2-(4-(4,4,5,5-tetramethyl-1,3,2-dioxaborolan-2-yl)phenyl)-1H-phenanthro[9,10-d]imidazole COC1=CC=C(C=C1)C=1C=CC2=C(C1)C1=CC(=CC=C1C=1N(C(=NC12)C1=CC=C(C=C1)B1OC(C(O1)(C)C)(C)C)C1=CC=CC=C1)C1=CC=C(C=C1)OC